C[C@@H]1O[C@@H](CN(C1)C1=CC(=CC(=N1)C1=NC2=CC(=NC=C2C=C1)CNC(OC(C)(C)C)=O)F)C tert-butyl ((2-(6-((cis)-2,6-dimethylmorpholino)-4-fluoropyridin-2-yl)-1,6-naphthyridin-7-yl)methyl)carbamate